methyl 2-chloromethyl-4-difluoromethoxy-1-oxetan-2-ylmethyl-1H-benzoimidazole-6-carboxylate ClCC1=NC2=C(N1CC1OCC1)C=C(C=C2OC(F)F)C(=O)OC